(R)-3-fluoro-5-(1-((4-methyl-7-morpholinopyrido[3,4-d]pyridazin-1-yl)amino)ethyl)benzonitrile FC=1C=C(C#N)C=C(C1)[C@@H](C)NC1=C2C(=C(N=N1)C)C=NC(=C2)N2CCOCC2